N[C@@H](CC1=CC=CC=C1)C(=O)OC[C@H]1O[C@H]([C@@H]([C@@H]1O)O)N1N=CC(NC1=O)=O ((2R,3S,4R,5R)-5-(3,5-DIOXO-4,5-DIHYDRO-1,2,4-TRIAZIN-2(3H)-YL)-3,4-DIHYDROXYTETRAHYDROFURAN-2-YL)METHYL L-PHENYLALANINATE